Butan-1,3-diyl bis(12-hydroxyoctadecanoat) OC(CCCCCCCCCCC(=O)OCCC(C)OC(CCCCCCCCCCC(CCCCCC)O)=O)CCCCCC